N-(2-chlorophenyl)-4-nitropyridin ClC1=C(C=CC=C1)N1CC=C(C=C1)[N+](=O)[O-]